3-[1-Acetylpyrrolidin-3-yl]-1-sulfamoyl-pyrrole-2-carboxylic acid C(C)(=O)N1CC(CC1)C1=C(N(C=C1)S(N)(=O)=O)C(=O)O